CC=CF methyl-vinyl fluoride